(S)-1-(naphthalene-1-yl)-2-propyl-1H-benzo[d]imidazole C1(=CC=CC2=CC=CC=C12)N1C(=NC2=C1C=CC=C2)CCC